tert-butyl (1R,3s,5S)-3-((5-bromo-1,3,4-thiadiazol-2-yl)(methyl)amino)-9-azabicyclo[3.3.1]nonane-9-carboxylate BrC1=NN=C(S1)N(C1C[C@H]2CCC[C@@H](C1)N2C(=O)OC(C)(C)C)C